(2E)-3-{5-[(acetoxy)methyl]-2-tetrahydrofuranyl}acrylic acid C(C)(=O)OCC1CCC(O1)/C=C/C(=O)O